C12OCC(N(C1)C(=O)C1=CC(=CC(=C1)[N+](=O)[O-])O)C2 2-oxa-5-azabicyclo[2.2.1]hept-5-yl-(3-hydroxyl-5-nitrophenyl)methanone